3-(4-(4-((5-chloro-4-((5-methyl-1H-pyrazol-3-yl)amino)pyrimidin-2-yl)amino)-5-fluoro-2-methylphenyl)piperidin-1-yl)thietane-1,1-dioxide ClC=1C(=NC(=NC1)NC1=CC(=C(C=C1F)C1CCN(CC1)C1CS(C1)(=O)=O)C)NC1=NNC(=C1)C